tert-butyl N-(3-fluoro-4,5,6,7-tetrahydrobenzothiophen-6-yl)-N-methyl-carbamate FC1=CSC2=C1CCC(C2)N(C(OC(C)(C)C)=O)C